COC1=C(NCC#C)C=CC(=C1)S(=O)(=O)CCC(F)(F)F 2-methoxy-N-prop-2-ynyl-4-(3,3,3-trifluoropropylsulfonyl)aniline